(6-chloro-2-(2-ethyl-2H-tetrazol-5-yl)pyridin-3-yl)amin ClC1=CC=C(C(=N1)C=1N=NN(N1)CC)N